2-((2-((4-(4-((2-(2,6-dioxopiperidin-3-yl)-6-fluoro-1,3-dioxoisoindoline-5-yl)methyl)piperazin-1-yl)-2-methoxyphenyl)amino)-5-(trifluoromethyl)pyridin-4-yl)amino)-N-methylbenzamide O=C1NC(CCC1N1C(C2=CC(=C(C=C2C1=O)CN1CCN(CC1)C1=CC(=C(C=C1)NC1=NC=C(C(=C1)NC1=C(C(=O)NC)C=CC=C1)C(F)(F)F)OC)F)=O)=O